3-dodecyl-3,5,6,7,8,9-hexahydro-11H-azepino[1,2-a]purin-11-one C(CCCCCCCCCCC)N1C=2N=C3N(C(C2N=C1)=O)CCCCC3